5-(2-((1-(ethylsulfonyl)piperidin-4-yl)amino)-5-fluoropyrimidin-4-yl)-1-isopropylpyridin-2(1H)-one C(C)S(=O)(=O)N1CCC(CC1)NC1=NC=C(C(=N1)C=1C=CC(N(C1)C(C)C)=O)F